COC(=O)C1=C(C2=C(C=CO2)C(=C1)C#N)CBr 7-(bromomethyl)-4-cyanobenzofuran-6-carboxylic acid methyl ester